C(C)[C@@]1(C(N(C(N1)=O)C1=CC(=NC=C1)OC1=CC(=C(C=C1)C)F)=O)C (5R)-5-ethyl-3-[2-(3-fluoro-4-methyl-phenoxy)-4-pyridyl]-5-methylimidazolidine-2,4-dione